tert-butyl N-[(2S)-4-carbamoyl-1-hydroxybutan-2-yl]carbamate C(N)(=O)CC[C@@H](CO)NC(OC(C)(C)C)=O